8-chlorotetracyclo[4.4.0.12,5.17,10]dodeca-3-ene ClC1C2C3C4C=CC(C3C(C1)C2)C4